ClC1=C(C=2N=C(N=C(C2C(=N1)C)N1CC2(CCC(C1)N2C(=O)OC(C)(C)C)COC([2H])([2H])[2H])SC)F tert-butyl 3-(7-chloro-8-fluoro-5-methyl-2-(methylthio)pyrido[4,3-d]pyrimidin-4-yl)-1-((methoxy-d3)methyl)-3,8-diazabicyclo[3.2.1]octan-8-carboxylate